NC=1N=CC2=C(N1)C1(C(N(C2)C=2C=C(C=CC2C)NC(=O)C2=CN=CS2)=O)CC1 N-(3-(2'-amino-7'-oxo-5'H-spiro[cyclopropane-1,8'-pyrido[4,3-d]pyrimidine]-6'(7'H)-yl)-4-methylphenyl)thiazole-5-carboxamide